γ-(2-thienylmethyl)-proline S1C(=CC=C1)CC1C[C@H](NC1)C(=O)O